2-[3-(benzyl-methyl-amino)-phenoxy]-pyrido[3,4-d]pyrimidin C(C1=CC=CC=C1)N(C=1C=C(OC=2N=CC3=C(N2)C=NC=C3)C=CC1)C